ClC1=NC(=CC=C1C(=O)OC)N1C=NC2=C1C=CC(=C2)OCCN2CCOCC2 methyl 2-chloro-6-[5-(2-morpholinoethoxy)benzimidazol-1-yl]pyridine-3-carboxylate